2-[(12aR)-10-chloro-8-ethynyl-1,2,3,4,12,12a-hexahydro-6H-pyrazino[2,1-c][1,4]benzooxazepin-9-yl]-3-fluorophenol ClC1=C(C(=CC=2CN3[C@@H](COC21)CNCC3)C#C)C3=C(C=CC=C3F)O